2-[[6,7-Dichloro-2-(2-hydroxyethyl)-1-oxo-10-(1H-pyrazol-4-yl)-3,4-dihydropyrazino[1,2-a]indol-9-yl]oxy]acetonitrile ClC1=C(C=C(C=2C(=C3N(C12)CCN(C3=O)CCO)C=3C=NNC3)OCC#N)Cl